FC1=CC=C(C=C1)CC(=O)NN1C(C2=CC=CC=C2C(=N1)C1=CC=CC=C1)=O 2-(4-fluorophenyl)-N-(1-oxo-4-phenylphthalazin-2(1H)-yl)acetamide